4-((4-(difluoromethoxy)phenyl)amino)-2-(methylthio)pyrimidine-5-carbaldehyde FC(OC1=CC=C(C=C1)NC1=NC(=NC=C1C=O)SC)F